ClC=1C=CC=2C(=C3N(C2C1C=1C(=NN(C1C)C)C)[C@@H](CN(C3=O)C=3C=CC=C1C=CC=C(C31)C(=O)O)C)CCCOC3=CC(=C(C(=C3)C)Cl)C (R)-8-(7-Chloro-10-(3-(4-chloro-3,5-dimethylphenoxy)propyl)-4-methyl-1-oxo-6-(1,3,5-trimethyl-1H-pyrazol-4-yl)-3,4-dihydropyrazino[1,2-a]indol-2(1H)-yl)-1-naphthoic Acid